NC1=CC=C(C=C1)NC(=O)C=1N=NSC1 N-(4-aminophenyl)-4-thiadiazoleformamide